C(C)C=1C(C2=CC=CC=C2C(C1CC1=NC=C(C(=C1)C(F)(F)F)C)=O)=O 2-ethyl-3-((5-methyl-4-(trifluoromethyl)pyridin-2-yl)methyl)naphthalene-1,4-dione